S1C(=NC=C1)N1C(C=CC=C1)=O thiazolyl-2(1H)-pyridinone